C(C)(C)(C)OC(=O)N1CC(=CC1)C=1C=NC(=NC1)Cl.BrC=1C(=C(C(=CC1)OC)C1=NC=NC=C1)C 4-(3-bromo-6-methoxy-2-methylphenyl)pyrimidine tert-butyl-3-(2-chloropyrimidin-5-yl)-2,5-dihydropyrrole-1-carboxylate